tert-butyl (1-(2-((1-((dimethylamino)methyl)cyclopropyl) methoxy)-6-(3-hydroxy-8-iodo-1-naphthoyl)-6,7-dihydro-5H-pyrrolo[3,4-d]pyrimidin-4-yl)-5-hydroxypiperidin-3-yl)carbamate CN(C)CC1(CC1)COC=1N=C(C2=C(N1)CN(C2)C(=O)C2=CC(=CC1=CC=CC(=C21)I)O)N2CC(CC(C2)O)NC(OC(C)(C)C)=O